tert-butyl (R)-3-methyl-3-(methylamino)piperidine-1-carboxylate C[C@@]1(CN(CCC1)C(=O)OC(C)(C)C)NC